4-hydroxymethyl-2-n-heptyl-1,3-dioxolane OCC1OC(OC1)CCCCCCC